CC1=CC(=NO1)NS(=O)(=O)C1=CC=CC=C1 N-(5-methyl-isoxazol-3-yl)-benzenesulfonamide